[N+](=O)([O-])[O-].[Mn+2].[Ni+2].[N+](=O)([O-])[O-].[N+](=O)([O-])[O-].[N+](=O)([O-])[O-] nickel-manganese nitrate